O=C1NC(CCC1N1C(N(C2=C1C=CC(=C2F)C2CCN(CC2)C(=O)OC(C)(C)C)C)=O)=O t-butyl 4-[1-(2,6-dioxo-3-piperidyl)-4-fluoro-3-methyl-2-oxo-benzimidazol-5-yl]piperidine-1-carboxylate